4-(3-bromophenyl)-3-(3-fluorophenyl)-5-phenyl-4H-1,2,4-triazole BrC=1C=C(C=CC1)N1C(=NN=C1C1=CC=CC=C1)C1=CC(=CC=C1)F